CC(C)NC(=O)C1=CNC2=NC=C3C(=C21)NC=N3 N-(prop-2-yl)-1,6-dihydroimidazo[4,5-d]pyrrolo[2,3-b]pyridine-8-carboxamide